C12(C=CC(CC1)C2)C2(OC2)C norbornenyl-methyl-oxirane